ClC1=C(C=C2C(=C(N(C2=C1F)C)C1=NC(=NN1)N(C(COC)=O)C)C=1C=NNC1)OC N-(5-(6-chloro-7-fluoro-5-methoxy-1-methyl-3-(1H-pyrazol-4-yl)-1H-indol-2-yl)-1H-1,2,4-triazol-3-yl)-2-methoxy-N-methylacetamide